The molecule is a prostaglandin carboxylic acid anion that is the conjugate base of 15-oxoprostaglandin F2alpha, obtained by deprotonation of the carboxy group; major species at pH 7.3. It is a conjugate base of a 15-oxoprostaglandin F2alpha. CCCCCC(=O)/C=C/[C@H]1[C@@H](C[C@@H]([C@@H]1C/C=C\\CCCC(=O)[O-])O)O